C(CCCCCCCCCCCCCCC)C(C(O)=O)(CCCCCCCC)SC(C(O)=O)(CCCCCCCC)CCCCCCCCCCCCCCCC.S(C(C(OCCCCCCCCCCCCCCCC)=O)CCCCCCCC)C(C(OCCCCCCCCCCCCCCCC)=O)CCCCCCCC dicetyl thiodicaprate (dicetyl thiodicaprate)